BrC=1C=C(OCC(=O)C2=CC=C(C=C2)C2=NOC(=N2)C(F)(F)F)C=CC1C 2-(3-bromo-4-methylphenoxy)-1-(4-(5-(trifluoromethyl)-1,2,4-oxadiazol-3-yl)phenyl)ethan-1-one